FC1=C(NC=2C(=NC(=C(N2)NC)C=2C3=C(C=NC2)N(C=N3)C)C(=O)N)C=CC(=C1F)CN1[C@H]3CO[C@@H](C1)C3 3-[2,3-difluoro-4-[[(1R,4R)-2-oxa-5-azabicyclo[2.2.1]heptan-5-yl]methyl]anilino]-5-(methylamino)-6-(3-methylimidazo[4,5-c]pyridin-7-yl)pyrazine-2-carboxamide